3-methoxyphenyl-formaldoxime COC=1C=C(C=CC1)C=NO